5-(difluoromethoxy)pyridin-2-amine FC(OC=1C=CC(=NC1)N)F